FC1(CC(C1)OC1=CC(=NC=C1)CC(=O)NC1=CC=C(N=N1)CCCCN1N=NC(=C1)C(=O)NC)F 1-(4-(6-(2-(4-(3,3-Difluorocyclobutoxy)pyridin-2-yl)acetamido)pyridazin-3-yl)butyl)-N-methyl-1H-1,2,3-triazol-4-carboxamid